NC1=C(C=C(C#N)C=C1C)C(C)C 4-amino-3-isopropyl-5-methylbenzonitrile